C(CC(O)(C(=O)O)CC(=O)O)(=O)O.C(CCCCCCC\C=C/CCCCCCCC)(=O)OCC(O)CO Glyceryl Oleat Citrate